C1NCC12CC(C2)CC2=C(C#N)C=C(C=C2)C(F)(F)F 2-(2-azaspiro[3.3]-heptan-6-ylmethyl)-5-(trifluoromethyl)-benzonitrile